C12(CC(C1)C2)C2=NN(C(=C2C(F)(F)F)C(=O)O)C[C@H]2[C@@H](C2)C(F)(F)F 3-(bicyclo[1.1.1]pentan-1-yl)-4-(trifluoromethyl)-1-(((trans)-2-(trifluoromethyl)cyclopropyl)methyl)-1H-pyrazole-5-carboxylic acid